O1CCN(CC1)CCC(=O)O[C@@H]1CC[C@@]2([C@H]3CC[C@@]4(C(=CC[C@H]4[C@@H]3CC[C@H]2C1)C(C)=O)C)C (3R,5S,8R,9S,10S,13S,14S)-17-acetyl-10,13-dimethyl-2,3,4,5,6,7,8,9,10,11,12,13,14,15-tetradecahydro-1H-cyclopenta[a]phenanthren-3-yl 3-morpholinopropanoate